5-methyl-8-oxo-N-[5-(p-tolyl)thiazol-2-yl]-6,7-dihydroindolizine-5-carboxamide CC1(N2C=CC=C2C(CC1)=O)C(=O)NC=1SC(=CN1)C1=CC=C(C=C1)C